CC=1C(=NC=CC1)C=1C=C(C=C(C1)N1N=C(C2=CC=CC=C12)C1=CC=C(C=C1)C(F)(F)F)NC(C=C)=O N-(3-(3-methylpyridin-2-yl)-5-(3-(4-(trifluoromethyl)phenyl)-1H-indazol-1-yl)phenyl)acrylamide